C(C=C)[C@@H]1[C@@](CNC1)(C(=O)O[C@H](C)C1=CC=CC=C1)N=[N+]=[N-] (R)-1-phenylethyl (3R,4S)-4-allyl-3-azidopyrrolidine-3-carboxylate